propyl-sulfonic acid isopropyl ester C(C)(C)OS(=O)(=O)CCC